1-(2-((2-((3-chloro-2-fluorobenzyl)amino)-2-oxoethyl)((trans)-3-hydroxycyclobutyl)amino)-2-oxoethyl)-1H-indazole-3-carboxamide ClC=1C(=C(CNC(CN(C(CN2N=C(C3=CC=CC=C23)C(=O)N)=O)[C@@H]2C[C@H](C2)O)=O)C=CC1)F